C(C)(C)(C)OC(=O)N1[C@@H](CCCC1)CCC(=O)O (S)-3-(1-(tert-butoxycarbonyl)piperidin-2-yl)propionic acid